[N-](S(=O)(=O)C(F)(F)F)S(=O)(=O)C(F)(F)F.C(CC)N1C=[N+](C=C1)C 1-propyl-3-methylimidazolium bis(trifluoromethylsulfonyl)imide